[4-[(2-Methylpropan-2-yl)oxycarbonyl]piperazin-1-yl]pyridazine-3-carboxylic acid CC(C)(C)OC(=O)N1CCN(CC1)C1=C(N=NC=C1)C(=O)O